ClC=1C=C(C=C(C1)C)N1CC(CC1=O)(C(=O)NCC1=CC(=NC=C1)Cl)C 1-(3-Chloro-5-methylphenyl)-N-[(2-chloropyridin-4-yl)methyl]-3-methyl-5-oxopyrrolidin-3-carboxamid